FC(CCCCS(=O)(=O)O)(F)F.CS(=O)(=O)OCCCC(F)(F)F 4,4,4-trifluorobutyl methanesulfonate (4,4,4-trifluorobutylmethanesulfonate)